ClC1=C(C=CC(=C1)C(F)(F)F)[C@H](C)NC(=O)O[C@@H](C(=O)O)CC1=NC=CC=N1 (2R)-2-({[(1S)-1-[2-Chloro-4-(trifluoromethyl)phenyl]ethyl]carbamoyl}oxy)-3-(pyrimidin-2-yl)propanoic acid